6-(difluoromethyl)-5-fluoro-3,4-dihydroisoquinoline-2(1H)-carboxylate FC(C=1C(=C2CCN(CC2=CC1)C(=O)[O-])F)F